OCCNC=1C=2CCCCC2N=C2C=C(C=CC12)C1=CC(=NC=C1)C1(CC1)C(=O)N (4-{9-[(2-hydroxyethyl)amino]-5,6,7,8-tetrahydroacridin-3-yl}pyridin-2-yl)cyclopropanecarboxamide